6-(4-Cyclopropyl-6-methoxypyrimidin-5-yl)-1-(4-(1-isopropyl-4-(trifluoromethyl)-1H-imidazol-2-yl)benzyl)-1H-pyrazolo[3,4-d]pyrimidin C1(CC1)C1=NC=NC(=C1C1=NC=C2C(=N1)N(N=C2)CC2=CC=C(C=C2)C=2N(C=C(N2)C(F)(F)F)C(C)C)OC